C(C)(C)(C)OC(N[C@H]1COC2(C1)CCN(CC2)S(=O)(=O)C=2C=NC1=CC=CC=C1C2O)=O ((R)-8-((4-hydroxyquinolin-3-yl)sulfonyl)-1-oxa-8-azaspiro[4.5]dec-3-yl)carbamic acid tert-butyl ester